3-[(3-chloro-2-methoxyphenyl)amino]-2-(3-{[(2R)-1-[(2E)-4-[(3S)-3-methoxypyrrolidin-1-yl]but-2-enoyl]azetidin-2-yl]methoxy}pyridin-4-yl)-1H,5H,6H,7H-pyrrolo[3,2-c]pyridin-4-oneol ClC=1C(=C(C=CC1)NC1C(NC2=C1C(NCC2)=O)(O)C2=C(C=NC=C2)OC[C@@H]2N(CC2)C(\C=C\CN2C[C@H](CC2)OC)=O)OC